ClC=1CN(S(C1Cl)=O)CCCCCCCC 4,5-dichloro-2-octyl-isothiazolone